methyl 2-cyano-5-[(2S)-2-(trifluoromethylsulfonylamino)propoxy]thiophene-3-carboxylate C(#N)C=1SC(=CC1C(=O)OC)OC[C@H](C)NS(=O)(=O)C(F)(F)F